C(N)(=O)C1=CC=C(C=C1)C1=CC(=CC=C1)ON1N=NC(=C1)C(=O)O ((4'-carbamoyl-[1,1'-biphenyl]-3-yl)oxy)-1H-1,2,3-triazole-4-carboxylic acid